ClC1=CC=C2C(=CNC2=C1)\C=C\1/NC(N(C1=O)C(C=O)C1=CC=C(C=C1)Cl)=O (Z)-2-(4-((6-chloro-1H-indol-3-yl)methylene)-2,5-dioxoimidazolidin-1-yl)-2-(4-chlorophenyl)acetaldehyde